1-(5-((4-(3-methylbenzyl)piperazin-1-yl)methyl)pyrazolo[1,5-a]pyridin-3-yl)dihydropyrimidine-2,4(1H,3H)-dione CC=1C=C(CN2CCN(CC2)CC2=CC=3N(C=C2)N=CC3N3C(NC(CC3)=O)=O)C=CC1